1-[5-(5-chloropyrimidin-2-yl)oxy-2-(trifluoromethyl)quinazolin-4-yl]ethanone ClC=1C=NC(=NC1)OC1=C2C(=NC(=NC2=CC=C1)C(F)(F)F)C(C)=O